ICCCC[C@H](CCCCCC)C (S)-1-iodo-5-methylundecane